dimethylthienylcyclopentene CC1C(=C(CC1)C=1SC=CC1)C